OCC(C=O)C1=CC2=CC=CC=C2C=C1 3-hydroxy-2-(naphthalene-2-yl)propan-1-one